(1R,5S,6r)-6-(4,5,5-trimethyl-4,5-dihydro-1,2-oxazol-3-yl)-3-azabicyclo[3.1.0]hexane CC1C(=NOC1(C)C)C1[C@H]2CNC[C@@H]12